β-(3,4-epoxycyclohexyl)ethylethoxyacetoxyethylsilane C1(CC2C(CC1)O2)CC[SiH2]CCOC(COCC)=O